2-ethyl-2,3-dihydro-4H-benzothiazine C(C)N1SC2=C(CC1)C=CC=C2